[N+](=O)([O-])C=1C=C(C=CC1)C1=NCCN1 2-(3-nitrophenyl)-4,5-dihydro-3H-imidazole